bromomethyl ethyl sulfone C(C)S(=O)(=O)CBr